ClC=1C=C(C=CC1)C(C(=O)C=1C=NC=CC1)(F)F 2-(3-Chlorophenyl)-2,2-difluoro-1-(pyridin-3-yl)ethan-1-one